ClC=1C=C2C=CC(=NC2=NC1)C1=CC2=CN(N=C2C(=C1OC)F)C 6-chloro-2-(7-fluoro-6-methoxy-2-methylindazol-5-yl)-1,8-naphthyridine